6-chloro-2-ethyl-N-(4-(4-(4-(trifluoromethoxy)phenyl)piperidine-1-yl)benzyl)imidazo[1,2-a]pyridine-3-carboxamide mono-tosylate S(=O)(=O)(O)C1=CC=C(C)C=C1.ClC=1C=CC=2N(C1)C(=C(N2)CC)C(=O)NCC2=CC=C(C=C2)N2CCC(CC2)C2=CC=C(C=C2)OC(F)(F)F